γ-aminobutyric acid nickel [Ni].NCCCC(=O)O